BrC(C)C=1C=2C3=C(N(C(C2C=C(C1)C)=O)C([2H])([2H])[2H])N(N=C3)[C@@H]3COCC3 9-(1-bromoethyl)-7-methyl-4-(methyl-d3)-3-((S)-tetrahydrofuran-3-yl)-3,4-dihydro-5H-pyrazolo[3,4-c]isoquinolin-5-one